C(#N)C1=CC(=C(OC2=NC=C(C=C2C(=O)NC2=CC(=CC=C2)S(=O)(=N)C)C23CCOCC3C2)C=C1)OC 2-(4-cyano-2-methoxy-phenoxy)-N-[3-(methylsulfonimidoyl)phenyl]-5-(3-oxabicyclo[4.1.0]heptan-6-yl)pyridine-3-carboxamide